C1(CCCCC1)C1=C(C=C(C=C1O)CCCCC)O 2-cyclohexyl-5-pentylbenzene-1,3-diol